N-{4-[2-(2-chlorophenyl)acetamido]pyridin-2-yl}-N-(3-cyano-4-fluorophenyl)acetamide Methyl-(2E)-3-(quinolin-6-yl)prop-2-enoate COC(\C=C\C=1C=C2C=CC=NC2=CC1)=O.ClC1=C(C=CC=C1)CC(=O)NC1=CC(=NC=C1)N(C(C)=O)C1=CC(=C(C=C1)F)C#N